3-((4-((4-(4-cyano-2-fluorophenyl)piperazine-1-yl)methyl)benzyl)oxy)-2-nitrobenzoic acid lithium salt [Li+].C(#N)C1=CC(=C(C=C1)N1CCN(CC1)CC1=CC=C(COC=2C(=C(C(=O)[O-])C=CC2)[N+](=O)[O-])C=C1)F